C1(=CC=CC=C1)[C@H](C)OC(=O)C1=CC2=C(N=CN=C2)OC1=O 7-oxo-7H-pyrano[2,3-d]pyrimidine-6-carboxylic acid (S)-1-phenylethyl ester